COC(C1=C(C=C(C=C1)CBr)[N+](=O)[O-])=O 4-(bromomethyl)-2-nitro-Benzoic acid methyl ester